[Se].[Ga].[Zn].[Cd] Cadmium zinc gallium selenium